S1(NC=CC2=C1C=CC=N2)(=O)=O 2H-pyrido[2,3-e][1,2]thiazine 1,1-dioxide